cuprous iodid [Cu]I